C1(=CC=CC=C1)S(=O)(=O)[O-].OC1=CC=C(C=C1)C[SH+]CC1=C(C=CC=C1)C (4-hydroxyphenyl)methyl-((2-methylphenyl)methyl)sulfonium benzenesulfonate